4-(3,4-dichlorophenyl)-5,6-dimethyl-2-oxo-1H-pyridine-3-carboxylic acid ClC=1C=C(C=CC1Cl)C1=C(C(NC(=C1C)C)=O)C(=O)O